S(=O)(=O)(O)O[C@@H]1[C@H](O)O[C@H]([C@H]([C@H]1O)O)C α-L-fucopyranose 2-sulfate